NC=1N=C2N(C=C(C=C2)C2=CN(C=C2)C(=O)OC(C)(C)C)C1C(=O)[C@H]1[C@H](C1)F tert-butyl 3-(2-amino-3-((1S,2S)-2-fluorocyclopropane-1-carbonyl)imidazo[1,2-a]pyridin-6-yl)-1H-pyrrole-1-carboxylate